OCCCN1C2=CC=CC=3C=C(N(CC1)C32)C3=NC2=C(N3C)C(=CC(=C2)C(=O)OC)OC Methyl 2-[9-(3-hydroxypropyl)-1,9-diazatricyclo[6.3.1.04,12]dodeca-2,4(12),5,7-tetraen-2-yl]-7-methoxy-1-methyl-benzimidazole-5-carboxylate